C(C1=CC=CC=C1)N1CCC(CC1)(C(=O)N[C@@H]1CN(CC1)C)C=1C=NC(=NC1)C=1C(=NC=CC1)OCC 1-benzyl-4-[2-(2-ethoxypyridin-3-yl)pyrimidin-5-yl]-N-[(3S)-1-methylpyrrolidin-3-yl]Piperidine-4-carboxamide